(7-(2-chloropyridin-4-yl)pyrazolo[1,5-a]pyridin-3-yl)(piperidin-1-yl)methanone ClC1=NC=CC(=C1)C1=CC=CC=2N1N=CC2C(=O)N2CCCCC2